FC(COC)(F)C1CCNC1 4-(1,1-difluoro-2-methoxyethyl)pyrrolidin